2-((2-bromo-4-(trifluoromethyl)phenyl)ethynyl)-N,N-dimethylaniline BrC1=C(C=CC(=C1)C(F)(F)F)C#CC1=C(N(C)C)C=CC=C1